O=C1NC(CC[C@@H]1N1C(C2=CC=CC(=C2C1)OCC1=CC=C(C=C1)[C@H](C)N1CCN(CC1)C1=C(C=C(C#N)C=C1)F)=O)=O 4-(4-((S)-1-(4-(((2-((S)-2,6-dioxopiperidin-3-yl)-1-oxoisoindolin-4-yl)oxy)methyl)phenyl)ethyl)piperazin-1-yl)-3-fluorobenzonitrile